2-((S)-amino(4,4-difluorocyclohexyl)methyl)benzo[d]oxazol N[C@H](C=1OC2=C(N1)C=CC=C2)C2CCC(CC2)(F)F